2-chloro-4-(((1R,2S)-1-(5-(4-formylphenyl)-1,3,4-oxadiazol-2-yl)-2-hydroxypropyl)amino)-3-methylbenzonitrile ClC1=C(C#N)C=CC(=C1C)N[C@H]([C@H](C)O)C=1OC(=NN1)C1=CC=C(C=C1)C=O